O=C1NC(CCC1NC=1C=C(C=CC1)C#CCNC(C1=NC=C(C=C1)C=1N=CC2=C(C=CC=C2C1)C1=CC(=NC=2N(C(C(=CC12)C)=O)C)C(C)C)=O)=O N-(3-(3-((2,6-Dioxopiperidin-3-yl)amino)phenyl)prop-2-yn-1-yl)-5-(8-(2-isopropyl-6,8-dimethyl-7-oxo-7,8-dihydro-1,8-naphthyridin-4-yl)isoquinolin-3-yl)picolinamide